C(C)O[C@H](CI)OCCI (S)-1-ethoxy-2-iodo-1-(2-iodoethyloxy)ethane